CN(C1=CC=C(C=C1)C1=CC=C(C=C1)CN(C(=O)C1CCCCC1)C1=CC(=CC=C1)C1=NC=CC(=C1)OC)C N-((4'-(Dimethylamino)-[1,1'-biphenyl]-4-yl)methyl)-N-(3-(4-methoxypyridin-2-yl)phenyl)cyclohexanecarboxamide